N-Boc-2,5-dihydropyrrole C(=O)(OC(C)(C)C)N1CC=CC1